1-n-hexyl-3-methylimidazolium tetrafluoroborate salt F[B-](F)(F)F.C(CCCCC)N1C=[N+](C=C1)C